2-[3-methyl-1-(4-piperidinyl)pyrazol-4-yl]Quinoxaline CC1=NN(C=C1C1=NC2=CC=CC=C2N=C1)C1CCNCC1